methyl 7-[5-(3,5-dichlorophenyl)-4,5-dihydro-5-(trifluoromethyl)-3-isoxazolyl]thieno[2,3-c]pyridine-4-carboxylate ClC=1C=C(C=C(C1)Cl)C1(CC(=NO1)C1=NC=C(C2=C1SC=C2)C(=O)OC)C(F)(F)F